propylcarbamoyl-piperazin-1-yl acetate C(C)(=O)ON1C(CNCC1)C(NCCC)=O